4-(5-(2,6-dimethylphenoxy)-1-methyl-2-oxo-1,2-dihydropyridin-4-yl)-2-(1-isopropyl-3-methyl-1H-pyrazol-4-yl)-6-methyl-1,6-dihydro-7H-pyrrolo[2,3-c]pyridin-7-one CC1=C(OC=2C(=CC(N(C2)C)=O)C=2C3=C(C(N(C2)C)=O)NC(=C3)C=3C(=NN(C3)C(C)C)C)C(=CC=C1)C